C1=C(C=CC2=CC=CC=C12)S(=O)(=O)NC1=CC=C(C=C1)C=1N=C(SC1)NC(C)=O N-(4-(4-(naphthalene-2-sulfonylamino)phenyl)thiazol-2-yl)acetamide